1-((3-chloro-2-hydroxypropyl)thio)butan-2-ol ClCC(CSCC(CC)O)O